tert-butyl ((1-(3-chloro-4-(2-(dimethylamino)ethoxy)phenyl)-1H-1,2,3-triazol-4-yl)methyl)(methyl)carbamate ClC=1C=C(C=CC1OCCN(C)C)N1N=NC(=C1)CN(C(OC(C)(C)C)=O)C